C(C)(C)(C)OC(=O)N(C1=CC(=NC=2N1N=CC2C2CC2)N2CCN(CC2)C(=O)OC(C)(C)C)CC2=CC=C(C=C2)C2=NC=CC=C2 tert-butyl 4-(7-((tert-butoxycarbonyl)(4-(pyridin-2-yl)benzyl)amino)-3-cyclopropylpyrazolo[1,5-a]pyrimidin-5-yl)piperazine-1-carboxylate